C(C)N(CC)CC1=C(N=C2N1C=CC=C2)C2=CC=C(C=C2)C N-ethyl-N-((2-(p-tolyl)imidazo[1,2-a]pyridin-3-yl)methyl)ethanamine